N-(4-(2-(2-aminopyridin-3-yl)-3H-imidazo[4,5-b]pyridin-3-yl)benzyl)-3-cyanoisonicotinamide NC1=NC=CC=C1C1=NC=2C(=NC=CC2)N1C1=CC=C(CNC(C2=C(C=NC=C2)C#N)=O)C=C1